O[C@@H]1CO[C@@H]([C@@H]([C@H]1O)O)C (2R,3R,4S,5R,6R)-3,4,5-trihydroxy-6-methyloxan